N(=C=O)CCC=1C(=C(C(C(=O)O)=CC1)C(=O)O)CCN=C=O.C(C=1C(C(=O)O)=CC=CC1)(=O)OCC(N=C=O)N=C=O diisocyanatoethyl phthalate (bisisocyanatoethyl phthalate)